ClC1=CC=C(NC2=C(C(=NC(=N2)NCC(C)(C)O)N2CCC(CC2)(C(=O)N)C)[N+](=O)[O-])C=C1 [6-(4-chloroanilino)-2-[(2-hydroxy-2-methyl-propyl)amino]-5-nitro-pyrimidin-4-yl]-4-methyl-piperidine-4-carboxamide